C(C)OC(=O)C=1C(OC2=CC(=CC=C2C1)N(CC)CC)=O 7-(diethylamino)coumarin-3-carboxylic acid ethyl ester